CC1=CC=C(C=C1)C(=C)C 1-methyl-4-(1-methyl-vinyl)benzene